3-(1-(1-methoxyisoquinolin-4-yl)ethylamino)-N-methylpropanamide COC1=NC=C(C2=CC=CC=C12)C(C)NCCC(=O)NC